2-chloro-4-((4-(1-isopropyl-4-(trifluoromethyl)-1H-imidazol-2-yl)bicyclo[2.2.2]octan-1-yl)methoxy)-5-methoxypyrimidine ClC1=NC=C(C(=N1)OCC12CCC(CC1)(CC2)C=2N(C=C(N2)C(F)(F)F)C(C)C)OC